ClCC=1N(C=2N(C(N=C(C2N1)N1[C@H](CN([C@@H](C1)CC)C(C)C=1C=C2N=C(C=NC2=CC1)C)CC)=O)C)C 8-(chloromethyl)-6-((2S,5R)-2,5-diethyl-4-(1-(3-methylquinoxalin-6-yl)ethyl)piperazin-1-yl)-3,9-dimethyl-3,9-dihydro-2H-purin-2-one